ClC=1C=NC(=NC1)CN1C(=NC2=NC=C(C=C21)F)N2C[C@H]([C@@H](CC2)F)N (3R,4R)-1-(1-((5-Chloropyrimidin-2-yl)methyl)-6-fluoro-1H-imidazo[4,5-b]pyridin-2-yl)-4-fluoropiperidin-3-amin